1-(3-aminopropyl)-N1-methyl-1,3-propanediamine hydrochloride Cl.NCCCC(CCN)NC